{4'-cyclopropyl-4-[({4-[1-isopropyl-4-(trifluoromethyl)imidazol-2-yl]phenyl}methyl)amino]-6'-methoxy-[2,5'-bipyrimidin]-5-yl}methanol C1(CC1)C1=NC=NC(=C1C1=NC=C(C(=N1)NCC1=CC=C(C=C1)C=1N(C=C(N1)C(F)(F)F)C(C)C)CO)OC